3-(bromomethyl)-1-tosyl-1H-pyrrole BrCC1=CN(C=C1)S(=O)(=O)C1=CC=C(C)C=C1